FC(C1=CC2=C(NC(=N2)C(=O)O)C=C1)(F)F 5-(trifluoromethyl)-1H-benzo[d]imidazole-2-carboxylic acid